COC(=O)C1=CC=CC=2OCOCC21 benzo[d][1,3]dioxan-5-carboxylic acid methyl ester